C(C1=CC=CC=C1)OC1=C(C=CC=C1)C1=NC2=C(N1C1=NC3=C4N=CC=CC4=CC=C3C=C1)C=CC=C2 2-(2-benzyloxyphenyl)-1-(1,10-phenanthroline-2-yl)benzimidazole